6-Cyclopropoxy-3-fluoro-2-(1-methyl-1H-pyrazol-5-yl)-4-(pyrrolidin-3-ylethynyl)benzonitrile C1(CC1)OC1=CC(=C(C(=C1C#N)C1=CC=NN1C)F)C#CC1CNCC1